(2R,3S)-2,3-dimethyl-pent-4-enoic acid C[C@@H](C(=O)O)[C@H](C=C)C